C(\C=C\CCC)OC(CCCCC)=O hexanoic acid-(E)-2-hexenyl ester